ClC=1C=C(C(=NC1)C(=O)N1CC2=CC=CC=C2CC1CN1CCOCC1)N1N=C(C2=CC=CC=C12)C(=O)NC1=CC=CC=C1 1-(5-chloro-2-(3-(morpholinomethyl)-1,2,3,4-tetrahydroisoquinoline-2-carbonyl)pyridin-3-yl)-N-phenyl-1H-indazole-3-carboxamide